4-(2,2-dimethyl-1,2,3,4-tetrahydroquinolin-5-yl)morpholine CC1(NC2=CC=CC(=C2CC1)N1CCOCC1)C